BrC1=C(C=C(CN2C(=NC=C2)Cl)C=C1F)F 1-(4-bromo-3,5-difluorobenzyl)-2-chloro-1H-imidazole